N1-(2,3-dihydrobenzofuran-4-yl)-5-(trifluoromethyl)benzene-1,2-diamine O1CCC2=C1C=CC=C2NC=2C(=CC=C(C2)C(F)(F)F)N